C(C)(C)(C)N1N=CC(=C(C1=O)Cl)OC1=CC(=C(C=C1)OCCCO[Si](C)(C)C(C)(C)C)Cl 2-(tert-butyl)-5-((4-(3-((tert-butyldimethylsilyl)oxy)propoxy)-3-chlorophenyl)oxy)-4-chloropyridazin-3(2H)-one